NCC(CCC(=O)OCCCC)=O butyl 5-aminolevulinate